CC1=C(OC=2C=C(C=C(C2)C)C=2C(=NOC2C)C)C(=CC(=C1)[N+](=O)[O-])C 4-(3-(2,6-dimethyl-4-nitrophenoxy)-5-methylphenyl)-3,5-dimethylisoxazole